CC(C)(CCCC)[O-].[Na+] Natrium 2-methylhexan-2-olat